(2-(4-(2-(dimethylamino)ethyl)piperazin-1-yl)-6-(3,5-dimethylisoxazole-4-Yl)quinazolin-4-yl)piperidine-4-carboxylic acid CN(CCN1CCN(CC1)C1=NC2=CC=C(C=C2C(=N1)N1CCC(CC1)C(=O)O)C=1C(=NOC1C)C)C